C(C=C)C1=C(OCCC=2C=C3C=CNC3=CC2)C=CC=C1 5-(2-(2-allylphenoxy)ethyl)-1H-indol